N-[(1R)-1-[3-amino-5-(trifluoromethyl)phenyl]ethyl]-1-[3-[(3-methyloxetan-3-yl)amino]Phenyl]-6-oxo-pyridine-3-carboxamide NC=1C=C(C=C(C1)C(F)(F)F)[C@@H](C)NC(=O)C1=CN(C(C=C1)=O)C1=CC(=CC=C1)NC1(COC1)C